BrC1=CC=2N(C=C1Cl)C=CN2 7-bromo-6-chloroimidazo[1,2-a]pyridine